13,13-diethoxy-(5E)-1,5-tridecadien-3-yne C(C)OC(CCCCCC/C=C/C#CC=C)OCC